NC1=C2C(=NC=N1)N(N=C2C2=CC=C(C=C2)NC(=O)C2=NN(C=C(C2=O)C2=NC=C(C=C2)F)C(C)C)CC(F)(F)F N-[4-[4-Amino-1-(2,2,2-trifluoroethyl)-1H-pyrazolo[3,4-d]pyrimidin-3-yl]phenyl]-5-(5-fluoropyridin-2-yl)-1-isopropyl-4-oxo-1,4-dihydropyridazine-3-carboxamide